C(=O)(OCC1C2=CC=CC=C2C2=CC=CC=C12)N[C@@](CC1=CC=CC=C1)(C(=O)O)C Fmoc-α-methyl-L-phenylalanine